CN(C1=CC=C(C=C1)C1SC2=C(N1C)C=CC(=C2)C)C 2-[4-(dimethylamino)phenyl]-3,6-dimethyl-benzothiazole